ClC=1C=CC2=C(C[C@H](CC=3N2C(=NN3)[C@@H]3CC[C@H](CC3)OC3=NC=CC=C3)NC(C(C)(C)O)=O)C1 N-{(5R)-8-Chloro-1-[trans-4-(pyridin-2-yloxy)cyclohexyl]-5,6-dihydro-4H-[1,2,4]triazolo[4,3-a][1]benzazepin-5-yl}-2-hydroxy-2-methylpropanamid